BrC1=C(CC2=NN3C(N=C(C=C3N)C3=CC=C(C=C3)C)=C2)C=CC=C1 (2-bromobenzyl)-5-(4-methylphenyl)pyrazolo[1,5-a]pyrimidin-7-amine